(4-amino-7-fluoroimidazo[1,5-a]quinoxalin-8-yl)((3R,4aS,9bS)-3-methyl-7-(trifluoromethoxy)-3,4,4a,9b-tetrahydrobenzofuro[3,2-b]pyridin-1(2H)-yl)methanone NC=1C=2N(C3=CC(=C(C=C3N1)F)C(=O)N1[C@@H]3[C@H](C[C@H](C1)C)OC1=C3C=CC(=C1)OC(F)(F)F)C=NC2